ethyl (2S,3R)-3-methylpyrrolidine-2-carboxylate C[C@H]1[C@H](NCC1)C(=O)OCC